C(C1=CC=CC=C1)OC1=NC(=CC=C1C1=NN(C2=C(C=CC=C12)N1CCC(CC1)CN1[C@@H]2CN([C@H](C1)C2)C(=O)OC(C)(C)C)C)OCC2=CC=CC=C2 tert-butyl (1S,4S)-5-((1-(3-(2,6-bis(benzyloxy) pyridin-3-yl)-1-methyl-1H-indazol-7-yl) piperidin-4-yl) methyl)-2,5-diazabicyclo[2.2.1]heptane-2-carboxylate